C(C1=CC=CC=C1)(=O)NC=1C=C(SC1)C1=C(CCC(C1)(C)C)CN1CCN(CC1)C1=CC=C(C(=O)O)C=C1 4-(4-((2-(4-benzoylaminothiophen-2-yl)-4,4-dimethylcyclohex-1-en-1-yl)methyl)piperazin-1-yl)benzoic acid